2-[4-(2-adamantyl)-5-chloro-2-methyl-phenyl]-4-oxo-1H-1,6-naphthyridine-5-carboxamide C12C(C3CC(CC(C1)C3)C2)C2=CC(=C(C=C2Cl)C=2NC=3C=CN=C(C3C(C2)=O)C(=O)N)C